CC1(CN(C2=CC=CC=C12)CCC)C 3,3-dimethyl-1-propylindol